O=C1N(CC2=CC(=CC=C12)C=1C=NN(C1)C1CCNCC1)C1C(NC(CC1)=O)=O 3-{1-oxo-5-[1-(piperidin-4-yl)pyrazol-4-yl]-3H-isoindol-2-yl}piperidine-2,6-dione